(R)-N-(2-methoxy-4-(4-(4-methylpiperazin-1-yl)piperidin-1-yl)phenyl)-6-(3-(6-methylpyridine-3-yl)isoxazolidin-2-yl)pyrimidin-4-amine COC1=C(C=CC(=C1)N1CCC(CC1)N1CCN(CC1)C)NC1=NC=NC(=C1)N1OCC[C@@H]1C=1C=NC(=CC1)C